2-butyl-2-ethyl-1,3-propanediol dioctanoate C(CCCCCCC)(=O)OCC(COC(CCCCCCC)=O)(CC)CCCC